1-(N,N'-bis(2-ethylhexyl)amino)-1-cyclohexylmethylphosphonic acid bis(2-ethylhexyl) ester C(C)C(COP(OCC(CCCC)CC)(=O)C(C1CCCCC1)N(CC(CCCC)CC)CC(CCCC)CC)CCCC